CN(C)[As](N(C)C)N(C)C tri(dimethylamino)arsenic